6-chloro-4-({3-[5-(2-cyclopropylethynyl)-1-methyl-1H-1,2,4-triazol-3-yl]-2-methoxyphenyl}amino)-N-deutero-methylpyridazine-3-carboxamide ClC1=C(C(=C(N=N1)C(=O)N[2H])NC1=C(C(=CC=C1)C1=NN(C(=N1)C#CC1CC1)C)OC)C